C1(CC1)C[C@@H](C(=O)OCC1=C(C=CC=C1)Br)NC(C[C@H]1N(C(CC1)=O)CC1=C(C(=CC(=C1)F)F)F)=O 2-Bromobenzyl (S)-3-cyclopropyl-2-(2-((S)-5-oxo-1-(2,3,5-trifluorobenzyl)pyrrolidin-2-yl)acetamido)propanoate